FC1(CCN(CC1)C=1C=2N(C=C(N1)NC(OC(C)(C)C)=O)C=CN2)F tert-butyl (8-(4,4-difluoropiperidin-1-yl)imidazo[1,2-a]pyrazin-6-yl)carbamate